1-(3-bromopropynyl)4-cyanobenzene BrCC#CC1=CC=C(C=C1)C#N